tetra-sulfomanganese S(=O)(=O)(O)[Mn](S(=O)(=O)O)(S(=O)(=O)O)S(=O)(=O)O